ClC=1C=C(C=CC1)NC1=CC(=NC=N1)N1CCC(CC1)N1CC2=CC=CC=C2CC1 trans-1-(6-((3-chlorophenyl)amino)pyrimidin-4-yl)-4-(3,4-dihydroisoquinolin-2(1H)-yl)piperidin